CC12CC3CC(CC(C1)(C3)C)C2 3,5-dimethyl-adamantane